[N+](=O)([O-])C1=CC=C(C=NS(=O)(=O)C2=CC=CC=C2)C=C1 N-(4-nitrobenzylidene)-benzenesulfonamide